3-(4-Chloro-benzyl)-2-(4-chloro-phenyl)-1-oxo-1,2,3,4-tetrahydro-isoquinoline-4-carboxylic acid ClC1=CC=C(CC2N(C(C3=CC=CC=C3C2C(=O)O)=O)C2=CC=C(C=C2)Cl)C=C1